The molecule is a hydroxy monocarboxylic acid anion that is the conjugate base of 3-hydroxyisovaleric acid. It has a role as a human metabolite. It is a conjugate base of a 3-hydroxyisovaleric acid. CC(C)(CC(=O)[O-])O